C(C=C)OCC=C bisallyl ether